FC1=C(C=C(C=C1)F)[C@@H]1N(CCC1)C1=NC=2N(C=C1)N=CC2C=2OC(=NN2)N2CCNCC2 (R)-2-(5-(2-(2,5-difluorophenyl)pyrrolidin-1-yl)pyrazolo[1,5-a]pyrimidin-3-yl)-5-(piperazin-1-yl)-1,3,4-oxadiazole